FC=1C(=CC(=NC1)OC)C1=NNC(=C1)C(=O)N1C2(CC2)C[C@@H](CC1)C(=O)N[C@@H]1CN(CC1)CC(C)(C)O (R)-4-(3-(5-fluoro-2-methoxypyridin-4-yl)-1H-pyrazole-5-carbonyl)-N-((S)-1-(2-hydroxy-2-methylpropyl)pyrrolidin-3-yl)-4-azaspiro[2.5]octane-7-carboxamide